O=C1NC(C=CC1N1C(C2=CC=C(C=C2C1=O)C#CC1CC2(C1)CCN(CC2)CC(=O)O)=O)=O 2-(2-((2-(2,6-dioxopyridin-3-yl)-1,3-dioxoisoindolin-5-yl)ethynyl)-7-azaspiro[3.5]non-7-yl)acetic acid